OC1(COC1)CN1C(=NC2=C1C=CC(=C2)C(=O)O)NC=2OC1=C(N2)C=CC(=C1)OC(F)(F)F 1-((3-hydroxyoxetan-3-yl)methyl)-2-((6-(tri-fluoromethoxy)benzo-[d]oxazol-2-yl)amino)-1H-benzo[d]imidazole-5-carboxylic acid